4-(((3-(2,6-dioxopiperidin-3-yl)benzyl)amino)methyl)-N-(4-methyl-3-((4-(pyridin-3-yl)pyrimidin-2-yl)amino)phenyl)benzamide O=C1NC(CCC1C=1C=C(CNCC2=CC=C(C(=O)NC3=CC(=C(C=C3)C)NC3=NC=CC(=N3)C=3C=NC=CC3)C=C2)C=CC1)=O